C(C)OC(C(F)(F)C1=NC(=CC(=C1)C)Cl)=O 2-(6-Chloro-4-methylpyridin-2-yl)-2,2-difluoroacetic acid ethyl ester